2-(3-(bromomethyl)benzyl)isoindoline-1,3-dione BrCC=1C=C(CN2C(C3=CC=CC=C3C2=O)=O)C=CC1